O=C1N(C(C2=CC=CC=C12)=O)CCN1C[C@H](OCC1)CN(C(OC(C)(C)C)=O)C tert-butyl N-[[(2S)-4-[2-(1,3-dioxoisoindolin-2-yl)ethyl]morpholin-2-yl]methyl]-N-methyl-carbamate